2,3,5-trimethoxybenzoic acid COC1=C(C(=O)O)C=C(C=C1OC)OC